COC([C@@H](N)CCCC(N)C(C)=O)=O 6-acetyl-L-lysine methyl ester